tert-butyl N-[(4-iodo-2,5-dimethyl-pyrazol-3-yl)methyl]-N-[2-[2-methyl-4-[1-tetrahydropyran-2-yl-3-(2-triisopropylsilylethynyl)indazol-5-yl]pyrazol-3-yl]oxyethyl]carbamate IC1=C(N(N=C1C)C)CN(C(OC(C)(C)C)=O)CCOC=1N(N=CC1C=1C=C2C(=NN(C2=CC1)C1OCCCC1)C#C[Si](C(C)C)(C(C)C)C(C)C)C